Cl.C1NC[C@@H]2[C@H]1CCC2=O |o1:4,5| rel-(3aS,6aR)-Hexahydrocyclopenta[c]pyrrol-4(1H)-one hydrochloride